O=C1[C@H](CCCC[C@@H]2N1[C@@H](CC2)C(=O)N2CC(CC2)C=2C=NC=CC2)NC(=O)C2=CC=C1C=CC(=CC1=C2)CP(O)(O)=O ((7-(((3S,6S,10aS)-5-oxo-3-(3-(pyridin-3-yl)pyrrolidine-1-carbonyl)decahydropyrrolo[1,2-a]azocin-6-yl)carbamoyl)naphthalen-2-yl)methyl)phosphonic acid